(S)-N-((R)-3-(7-methyl-1H-indazol-5-yl)-1-(4-(1-methylpiperidin-4-yl)piperazin-1-yl)-1-oxopropan-2-yl)-2'-oxo-1',2'-dihydrospiro[azepan-4,4'-pyrido[2,3-d][1,3]oxazine]-1-carboxamide CC=1C=C(C=C2C=NNC12)C[C@H](C(=O)N1CCN(CC1)C1CCN(CC1)C)NC(=O)N1CC[C@]2(C3=C(NC(O2)=O)N=CC=C3)CCC1